FC(C=1C=C(C=CC1)CC=1C=2N(C=CC1)N=CC2C(=O)N[C@@H](C)C2=CC=C(C(=O)OC)C=C2)(F)F methyl 4-[(1S)-1-[[4-[[3-(trifluoromethyl) phenyl]methyl]pyrazolo[1,5-a]pyridine-3-carbonyl]amino]ethyl]benzoate